3,4-diphenyl-2,5-dinitroThiophene C1(=CC=CC=C1)C1=C(SC(=C1C1=CC=CC=C1)[N+](=O)[O-])[N+](=O)[O-]